N1[C@@H](CC1)COC=1C=CC(=C(C(=O)NC2(CC2)C2=C3C=CC=NC3=CC(=C2)C=2OC(=CC2)C)C1)C (S)-5-(Azetidin-2-ylmethoxy)-2-methyl-N-(1-(7-(5-methylfuran-2-yl)quinolin-5-yl)cyclopropyl)benzamide